CC=1C=C(C(=CC1)NCCCC1=CC=CC=C1)N 4-Methyl-1-N-(3-phenyl-propyl)benzene-1,2-diamine